N1(CCNCC1)C1=CC2=C(N(C=N2)C2C(NC(CC2)=O)=O)C=C1 3-(5-(piperazine-1-yl)-1H-benzo[d]imidazol-1-yl)piperidine-2,6-dione